8-(dimethylamino)-8-(3-fluorophenyl)-3-(1-(oxetan-3-ylmethyl)-3-(trifluoromethyl)-1H-pyrazol-5-yl)-1,3-diazaspiro[4.5]decan-2-one CN(C1(CCC2(CN(C(N2)=O)C2=CC(=NN2CC2COC2)C(F)(F)F)CC1)C1=CC(=CC=C1)F)C